N[C@@H](CS)C(=O)OC([C@@H](N)CS)=O CYSTEINE-Anhydride